COCCOC1=CC=C(C=C1)C=C 1-(2-methoxyethoxy)-4-vinylbenzene